1-methyl-5-(2-(6-methylpyridin-2-yl)imidazo[1,2-a]pyrimidin-3-yl)-1H-pyrazolo[3,4-b]pyridine CN1N=CC=2C1=NC=C(C2)C2=C(N=C1N2C=CC=N1)C1=NC(=CC=C1)C